C(C)(C)(C)C1=CC2=C(OC(OC2=O)(C)C)C=C1O 6-(tert-butyl)-7-hydroxy-2,2-dimethyl-4H-benzo[d][1,3]dioxin-4-one